C(#N)C=1C(=C(C(=NC1CC)C(=O)NC=1C=C2C(=NNC2=CC1)C1CC1)C)C 5-Cyano-N-(3-cyclopropyl-1H-indazol-5-yl)-6-ethyl-3,4-dimethylpicolinamide